3-(difluoromethoxy)-N-(4-(N-(4-ethoxyphenyl)sulfamoyl)phenyl)benzamide FC(OC=1C=C(C(=O)NC2=CC=C(C=C2)S(NC2=CC=C(C=C2)OCC)(=O)=O)C=CC1)F